Cl.COC=1C(=CC(=C(C1)N1CCNCC1)C=1C=NN(C1)C)[N+](=O)[O-] 1-(5-methoxy-2-(1-methyl-1H-pyrazol-4-yl)-4-nitrophenyl)piperazine hydrochloride